COC1=CC(=NC=C1)N 4-(methoxy)pyridin-2-amine